N=1NCOC=C2C1C1=CC=CC=C1C2 2,6-dihydro-3H-indeno[1,2-e][1,3,4]oxadiazepine